(E)-(3-fluoro-2-((phenylsulfonyl)methyl)allyl)-carbamic acid tert-butyl ester C(C)(C)(C)OC(NC/C(=C\F)/CS(=O)(=O)C1=CC=CC=C1)=O